FC1CN(CC1)CCOC=1N=C(C2=C(N1)CNCC2)C2N(CCNC2)C(=O)[O-] 2-[2-(3-fluoropyrrolidin-1-yl)ethoxyl-5,6,7,8-tetrahydropyrido[3,4-d]pyrimidin-4-yl]piperazine-1-carboxylate